2-(((1r,3r)-3-aminocyclobutyl)amino)-8-((1-methylcyclopropyl)amino)pyrido[3,4-d]pyrimidine-6-carbonitrile NC1CC(C1)NC=1N=CC2=C(N1)C(=NC(=C2)C#N)NC2(CC2)C